N-[4-(4-bromo-3,5-dimethyl-phenoxy)-6-(2,6-dimethylphenyl)pyrimidin-2-yl]-1-methyl-pyrazole-4-sulfonamide BrC1=C(C=C(OC2=NC(=NC(=C2)C2=C(C=CC=C2C)C)NS(=O)(=O)C=2C=NN(C2)C)C=C1C)C